n-undecyl-sulfonic acid C(CCCCCCCCCC)S(=O)(=O)O